C12(CC(C1)C2)NC(=O)C2=CC=CC(=N2)C(=O)[O-] 6-(bicyclo[1.1.1]pentan-1-ylcarbamoyl)picolinate